FC1=CC=C(C=C1)N1C(C(CC1=O)C)(C(=O)OCC)C(=O)OCC diethyl 1-(4-fluorophenyl)-3-methyl-5-oxopyrrolidine-2,2-dicarboxylate